disodium 2,5-furandicarboxylate O1C(=CC=C1C(=O)[O-])C(=O)[O-].[Na+].[Na+]